ethyl 4-[(3R,5R)-5-amino-1-(cyclopropylmethyl)-3-piperidyl]benzoate N[C@@H]1C[C@@H](CN(C1)CC1CC1)C1=CC=C(C(=O)OCC)C=C1